FC(CNC(=O)CNC(=O)C=1SC(=CC1C)C1=NO[C@](C1)(C(F)(F)F)C1=CC(=C(C(=C1)Cl)Cl)Cl)(F)F (S)-5-[5-(3,4,5-trichlorophenyl)-5-trifluoromethyl-4,5-dihydro-isoxazol-3-yl]-3-methyl-thiophene-2-carboxylic acid [(2,2,2-trifluoro-ethylcarbamoyl)-methyl]-amide